FC1=CC=C(C=N1)C1=NC2=NC3=C(N2C=C1)C=CC=C3 2-(6-fluoro-3-pyridyl)pyrimido[1,2-a]benzimidazole